2-(4-(2-hydroxy-2-methylpropyl)phenoxy)1,1,3-trimethylcyclohexane OC(CC1=CC=C(OC2C(CCCC2C)(C)C)C=C1)(C)C